ClC=1C=C(C(=O)N=C2NCCN2)C=CC1NC1=CC(=CC=C1)NC(C(C)C)=O 3-chloro-N-[(2E)-imidazolidin-2-ylidene]-4-{[3-(2-methylpropanamido)phenyl]amino}benzamide